2-(4-bromobutoxy)oxazolidine BrCCCCOC1OCCN1